NC1=C(C(=O)NC2=CC=C(CCNC(OC(C)(C)C)=O)C=C2)C=C(C(=C1)OC)OC tert-Butyl (4-(2-amino-4,5-dimethoxybenzamido)phenethyl)carbamate